C(C)(C)(C)OC(=O)N1[C@H]2CC(C[C@@H]1CC2)NC=2N=NC(=CC2C=O)Cl.BrC=2C=C(C(=O)NC1CCC(CC1)OCCOC)C=CN2 2-bromo-N-((1r,4r)-4-(2-methoxyethoxy)cyclohexyl)isonicotinamide tert-butyl-(1R,3s,5S)-3-((6-chloro-4-formylpyridazin-3-yl)amino)-8-azabicyclo[3.2.1]octane-8-carboxylate